1-N-ethyl-5-fluorobenzene-1,2-diamine C(C)NC=1C(=CC=C(C1)F)N